6-(2-(2-(6-(3-((3-(1-(tert-butoxycarbonyl)-4-(5-(pyridin-4-yl)-4H-1,2,4-triazol-3-yl)piperidin-4-ylamino)benzamido)methyl)phenoxy)hexyloxy)ethoxy)ethoxy)hexanoic acid C(C)(C)(C)OC(=O)N1CCC(CC1)(C1=NN=C(N1)C1=CC=NC=C1)NC=1C=C(C(=O)NCC=2C=C(OCCCCCCOCCOCCOCCCCCC(=O)O)C=CC2)C=CC1